[Cl-].[Cl-].C1C(=CC2=CC=CC=C12)C(C)(C)C1(C=CC=C1)[Zr+2]C1(C=CC=C1)C(C)(C)C=1CC2=CC=CC=C2C1 bis((2-(2-indenyl)propan-2-yl)cyclopentadienyl)zirconium dichloride